2-(4-((6,7-dimethoxyquinolin-4-yl)oxy)-2-fluorophenyl)-2,2-difluoro-N-(4-(morpholinomethyl)phenyl)acetamide COC=1C=C2C(=CC=NC2=CC1OC)OC1=CC(=C(C=C1)C(C(=O)NC1=CC=C(C=C1)CN1CCOCC1)(F)F)F